C(CCCC)OC=1OC2=CC=CC=C2C(C1)=O pentoxychromone